tert-butyl 4-(4-(4-(1-(tert-butoxycarbonyl)-1,2,3,6-tetrahydropyridin-4-yl)-3-(trifluoromethyl)benzamido)-2-fluorophenyl)-3,6-dihydropyridine-1(2H)-carboxylate C(C)(C)(C)OC(=O)N1CCC(=CC1)C1=C(C=C(C(=O)NC2=CC(=C(C=C2)C=2CCN(CC2)C(=O)OC(C)(C)C)F)C=C1)C(F)(F)F